C(C)OC1(C(CCC1)([SiH3])OCC)OCC Triethoxy-Silylcyclopentan